N-(4-([1,2,4]triazolo[1,5-c]pyrimidin-7-yloxy)-3-methylphenyl)-5-(7,7-difluoro-5-methyl-2,5-diazaspiro[3.4]octan-2-yl)-6-(methoxy-d3)quinazolin-4-amine N=1C=NN2C=NC(=CC21)OC2=C(C=C(C=C2)NC2=NC=NC1=CC=C(C(=C21)N2CC1(C2)N(CC(C1)(F)F)C)OC([2H])([2H])[2H])C